bromo-1-methyl-1H-pyrazole-3-carboxylic acid methyl ester COC(=O)C1=NN(C=C1Br)C